FC(C1=CC2=C(N=C(S2)C2=CC=CC=C2)C=C1)(F)F 6-Trifluoromethyl-2-phenylbenzothiazole